OC1=C2C(C=C(OC2=C(C(=C1)O)OC)C1=CC=C(C=C1)O)=O 5,7,4'-trihydroxy-8-methoxyflavone